Dibenzylpentamethylcyclopentadienyl-(1-isobutyl-1,5,6,7-tetrahydro-s-indacenyl)hafnium C(C1=CC=CC=C1)[Hf](C1(C=CC2=CC=3CCCC3C=C12)CC(C)C)(C1(C(=C(C(=C1C)C)C)C)C)CC1=CC=CC=C1